C1=CCN2C=CC=3C(=C12)C=CC3 cyclopentaindolizine